(R/S)-2-(5,6-difluoroisoindolin-2-yl)-4-((1-(hydroxymethyl)cyclobutyl)amino)-6,7-dihydrothieno[3,2-d]pyrimidine 5-oxide FC=1C=C2CN(CC2=CC1F)C=1N=C(C2=C(N1)CC[S@]2=O)NC2(CCC2)CO |r|